N(epsilon)-Azido-Lysine N(=[N+]=[N-])NCCCC[C@H](N)C(=O)O